octyl dodecanoate caprylate C(CCCCCCC)(=O)O.C(CCCCCCCCCCC)(=O)OCCCCCCCC